ClC=1C=C(OCC(=O)OCC)C=C(C1CC1=CC(=C(C=C1)O)N1N=CN=C1)Cl ethyl 2-[3,5-dichloro-4-[[4-hydroxy-3-(1,2,4-triazol-1-yl)phenyl]methyl]phenoxy]acetate